CC1(OB(OC1(C)C)C1=CC=2C(C3=CC(=CC=C3C2C=C1)B1OC(C(O1)(C)C)(C)C)(CC(CCCC)CC)CC(CCCC)CC)C 2,7-bis(4,4,5,5-tetramethyl-1,3,2-dioxaborolan-2-yl)-9,9-di(2-ethylhexyl)-fluorene